BrC1=NC=CC(=C1F)NC(=O)N1CC=2C(=NN3C2C(CC[C@](C3)(O)CF)(F)F)CC1 |o1:21| (R*)-N-(2-Bromo-3-fluoropyridin-4-yl)-11,11-difluoro-8-(fluoromethyl)-8-hydroxy-3,4,8,9,10,11-hexahydro-1H-pyrido[4',3':3,4]pyrazolo[1,5-a]azepine-2(7H)-carboxamide